3-(5-Oxo-6,7-dihydro-5H-pyrrolo[3,4-b]pyridin-3-yl)butanehydrazide O=C1NCC2=NC=C(C=C21)C(CC(=O)NN)C